ClC=1N=CN(C1Cl)CC1=C(C=C(C=C1)C1=NOC(=N1)C(F)(F)F)F 3-[4-[(4,5-dichloroimidazol-1-yl)methyl]-3-fluoro-phenyl]-5-(trifluoromethyl)-1,2,4-oxadiazole